(2S,4S,5S,7S)-5-amino-N-(2-carbamoyl-2-methylpropyl)-4-hydroxy-2-isopropyl-7-[4-methoxy-3-(3-methoxypropoxy)benzyl]-8-methylnonanamide N[C@H]([C@H](C[C@H](C(=O)NCC(C)(C)C(N)=O)C(C)C)O)C[C@@H](C(C)C)CC1=CC(=C(C=C1)OC)OCCCOC